BrC=1C=CC2=C(N=C(O2)CBr)C1 5-bromo-2-(bromomethyl)benzo[d]oxazole